ethylstearyl-amine C(C)NCCCCCCCCCCCCCCCCCC